ClC=1C=C(C(=C(C1)C1=NN(C=C1C1=NC(=NC=C1)NC[C@H](C)NC(OC)=O)C(C)C)F)NS(=O)(=O)C methyl N-[(2S)-1-[[4-[3-[5-chloro-2-fluoro-3-(methanesulfonamido)phenyl]-1-propan-2-ylpyrazol-4-yl]pyrimidin-2-yl]amino]propan-2-yl]carbamate